1-(2-chloro-6-fluorophenyl)-4-((4-(5-ethyl-1H-pyrazol-1-yl)phenyl)amino)-1H-pyrazole-3-carboxamide ClC1=C(C(=CC=C1)F)N1N=C(C(=C1)NC1=CC=C(C=C1)N1N=CC=C1CC)C(=O)N